1,3-bis[2-(3,4-dicarboxyphenyl)-2-propyl]benzene C(=O)(O)C=1C=C(C=CC1C(=O)O)C(C)(C)C1=CC(=CC=C1)C(C)(C)C1=CC(=C(C=C1)C(=O)O)C(=O)O